methyl ((S)-(4-bromophenoxy)(((2S,5R)-5-(5-methyl-2,4-dioxo-3,4-dihydropyrimidin-1(2H)-yl)-2,5-dihydrofuran-2-yl)methoxy)phosphoryl)-L-alaninate BrC1=CC=C(O[P@@](=O)(OC[C@H]2O[C@H](C=C2)N2C(NC(C(=C2)C)=O)=O)N[C@@H](C)C(=O)OC)C=C1